C(C)(C)(C)OC(=O)NC=1C(=CC2=C(N(C(N2CC(F)F)=O)C)C1)C(=O)OCC Ethyl 6-((tert-butoxycarbonyl)amino)-3-(2,2-difluoroethyl)-1-methyl-2-oxo-2,3-dihydro-1H-benzo[d]imidazole-5-carboxylate